C(C1=CC(=C(N)C(=C1)CC)C)C1=CC(=C(N)C(=C1)CC)C 4,4'-methylenebis(2-methyl-6-ethyl-aniline)